N1(N=NC=C1)C[C@@H]1C[C@H](CN1C#N)NC(=O)C1=NC=CC(=C1)C1=CC(=CC=C1)OC(F)(F)F N-((3R,5S)-5-((1H-1,2,3-triazol-1-yl)methyl)-1-cyanopyrrolidin-3-yl)-4-(3-(trifluoromethoxy)phenyl)pyridinecarboxamide